FC1=CC=C(C(=O)C=[S](C)(C)Br)C=C1 4-(fluoro)benzoylmethylenedimethyl-sulfur bromide